C(C)(=O)OC1COC(C(C1OC(C)=O)OC(C)=O)[C@H](COC(C)=O)OC(C)=O 6-((S)-1,2-diacetoxyethyl)tetrahydro-2H-pyran-3,4,5-triyl triacetate